N[C@H](C(=O)O[C@@H]1COCC[C@H]1NC1=NN2C(C=N1)=C(C=C2C2=NC=C(C=C2)C(C)C(F)(F)F)F)C(C)C (3S,4R)-4-[(5-fluoro-7-{5-[trifluoropropan-2-yl]pyridin-2-yl}pyrrolo[2,1-f][1,2,4]triazin-2-yl)amino]oxan-3-yl (2S)-2-amino-3-methylbutanoate